(2S,5R)-5-(2-fluorophenyl)-1-(2'-methyl-3'-(N-methylmethanesulfonamido)-[1,1'-biphenyl]-4-carbonyl)pyrrolidine-2-carboxylic acid FC1=C(C=CC=C1)[C@H]1CC[C@H](N1C(=O)C1=CC=C(C=C1)C1=C(C(=CC=C1)N(S(=O)(=O)C)C)C)C(=O)O